BrC1=CC=2C3=C(C=NC2C=C1F)N(C(C31CC(C1)C1=CC(=NC=C1)OC)=O)C trans-8'-bromo-7'-fluoro-3-(2-methoxypyridin-4-yl)-3'-methylspiro[cyclobutane-1,1'-pyrrolo[2,3-c]quinolin]-2'(3'H)-one